8-Chloro-5-(2-hydroxypiperazin-1-yl)-2,3-dihydro-1,4-benzodioxine ClC1=CC=C(C2=C1OCCO2)N2C(CNCC2)O